OC1=NN(C=C1C(=O)NCC(=O)O)C (3-hydroxy-1-methyl-1H-pyrazole-4-carbonyl)glycine